2-(benzo[d]oxazol-2-ylamino)-N-(2-(2-hydroxypropoxy)ethyl)-1,6-dimethyl-1H-benzo[d]imidazole-5-carboxamide O1C(=NC2=C1C=CC=C2)NC2=NC1=C(N2C)C=C(C(=C1)C(=O)NCCOCC(C)O)C